COC(C(=O)OC(C)(C)C1CC(C1)OC1=C(C=C(C=C1)F)C1CCN(CC1)[C@@H]1COC2(CNC2)C1)C1=CC=C(C=C1)\C=C\C (S)-2-(3-(2-(1-(5-oxa-2-azaspiro[3.4]oct-7-yl)piperidin-4-yl)-4-fluorophenoxy)cyclobutyl)propan-2-ol (E)-2-METHOXY-4-(1-PROPENYL)PHENYL-ACETATE